O=C1N(CC2=C(C=C(C=C12)C(=O)O)C(F)(F)F)C1=CC(=CC=C1)[C@@](C(C1=NN=CN1C)(F)F)(C)F (R)-3-oxo-2-(3-(1,1,2-trifluoro-1-(4-methyl-4H-1,2,4-triazol-3-yl)propan-2-yl)-phenyl)-7-(trifluoromethyl)isoindoline-5-carboxylic acid